OC1=CC=C2C=CC(=NC2=C1)B(O)O 7-HYDROXYQUINOLINE-2-BORONIC ACID